C1(C(C(C1C(=O)O)C(=O)O)C(O)=N)C(O)=N 1,2,3,4-cyclobutanetetracarboxylic acid diimine